C(C)(C)(C)OC(NC(C(=O)NC1=NC(N(C=C1)[C@@H]1O[C@@H]([C@H](C1(F)F)O)CO)=O)C(C)C)=O (1-((1-((2r,4r,5r)-3,3-difluoro-4-hydroxy-5-(hydroxymethyl)oxolan-2-yl)-2-oxo-1,2-dihydropyrimidin-4-yl)amino)-3-methyl-1-oxobutan-2-yl)carbamic acid tert-butyl ester